1-(2-(1-(2-(methylsulfanyl)propionyl)piperidin-2-yl)-4-(p-tolyl)-1H-imidazol-1-yl)dodecane-1-one CSC(C(=O)N1C(CCCC1)C=1N(C=C(N1)C1=CC=C(C=C1)C)C(CCCCCCCCCCC)=O)C